N-(6-(diethoxymethyl)-7-phenyl-7H-pyrrolo[2,3-d]pyrimidin-2-yl)-6-methoxy-2-methyl-1,2,3,4-tetrahydroisoquinolin-7-amine C(C)OC(C1=CC2=C(N=C(N=C2)NC2=C(C=C3CCN(CC3=C2)C)OC)N1C1=CC=CC=C1)OCC